tert-butyl 4-[3-(2,6-dioxo-3-piperidyl)-1-methyl-indazol-6-yl]-3,5-dimethyl-pyrazole-1-carboxylate O=C1NC(CCC1C1=NN(C2=CC(=CC=C12)C=1C(=NN(C1C)C(=O)OC(C)(C)C)C)C)=O